adamantan-1-carboxylic acid (4-methoxyphenyl)amide COC1=CC=C(C=C1)NC(=O)C12CC3CC(CC(C1)C3)C2